1-(3-(4-chloro-2-fluorophenyl)-4-oxo-3,4-dihydro-phthalazin-1-yl)azepan-3-carbonitrile ClC1=CC(=C(C=C1)N1N=C(C2=CC=CC=C2C1=O)N1CC(CCCC1)C#N)F